OC(CC1(C(=O)N)CC(C(=O)NCC(CO)O)=CC(=C1)NCC(CO)O)CO 1,N3-bis(2,3-dihydroxypropyl)-5-((2,3-dihydroxypropyl)amino)isophthalamide